NCCCCN1CCOC2(C1)CCN(CC2)C=2C=C1C(N(C(C1=CC2)=O)C2C(NC(CC2)=O)=O)=O 5-[4-(4-aminobutyl)-1-oxa-4,9-diazaspiro[5.5]undecan-9-yl]-2-(2,6-dioxopiperidin-3-yl)isoindole-1,3-dione